FC1CNCC2(CCC2)C1 8-fluoro-6-azaspiro[3.5]nonane